trimethyl-cyclohexane-1,3,5-tricarboxylic acid CC1(CC(CC(C1)(C(=O)O)C)(C(=O)O)C)C(=O)O